CN1C(=CC=2C1=NC(=CC2)C=2C=NNC2)C(=O)NCC2=CC(=CC=C2)C(F)(F)F 1-Methyl-6-(1H-pyrazol-4-yl)-N-{[3-(trifluoromethyl)phenyl]methyl}pyrrolo[2,3-b]pyridine-2-carboxamide